6-(4-((1-(4-(1,2-bis(4-hydroxyphenyl)but-1-en-1-yl)phenyl)piperidin-4-yl)methyl)piperazine-1-yl-2,2,3,3,5,5,6,6-d8)-2-(2,6-dioxopiperidin-3-yl)-4-fluoroisoindoline-1,3-dione OC1=CC=C(C=C1)C(=C(CC)C1=CC=C(C=C1)O)C1=CC=C(C=C1)N1CCC(CC1)CN1C(C(N(C(C1([2H])[2H])([2H])[2H])C1=CC(=C2C(N(C(C2=C1)=O)C1C(NC(CC1)=O)=O)=O)F)([2H])[2H])([2H])[2H]